CN1C(=NC2=C(C=C(C=C2C1=O)C)C(C)(C)NC1=C(C(=O)OC)C=C(C=C1)F)C1CCOCC1 methyl 2-((2-(3,6-dimethyl-4-oxo-2-(tetrahydro-2H-pyran-4-yl)-3,4-dihydroquinazolin-8-yl)propan-2-yl)amino)-5-fluorobenzoate